FC=1C=C(C=CC1)S(=O)(=O)Cl 3-fluorobenzenesulfonyl chloride